C(#N)C=1C=C(N=NC1)C(=O)NC1=CC(=C(C=C1)C)B1OC(C(O1)(C)C)(C)C 5-cyano-N-(4-methyl-3-(4,4,5,5-tetramethyl-1,3,2-dioxaborolan-2-yl)phenyl)pyridazine-3-carboxamide